2-nitro-3,4,5-trifluoroanisole [N+](=O)([O-])C1=C(C=C(C(=C1F)F)F)OC